tert-butyl 4-(2-((1R,5S)-3-(3-amino-6-(2-(methoxymethoxy)phenyl)pyridazin-4-yl)-3,8-diazabicyclo[3.2.1]octan-8-yl)pyrimidin-4-yl)piperidine-1-carboxylate NC=1N=NC(=CC1N1C[C@H]2CC[C@@H](C1)N2C2=NC=CC(=N2)C2CCN(CC2)C(=O)OC(C)(C)C)C2=C(C=CC=C2)OCOC